CC(CCCCCC)OC(C=CC(=O)OC(CCCCCC)C)=O bis-(1-methylheptyl)-2-butenedioate